N1C=C(C=2C1=NC=CC2)C=2C=NN(C2)C2(CN(C2)S(=O)(=O)CC)CC(=O)N 2-(3-(4-(1H-pyrrolo[2,3-b]pyridin-3-yl)-1H-pyrazol-1-yl)-1-(ethylsulfonyl)azetidin-3-yl)acetamide